(2,5-dioxopyrrolidin-1-yl)3-ethylhexanoate O=C1N(C(CC1)=O)C(C(=O)[O-])C(CCC)CC